4-[4-({[(2S)-1-[(2S,4R)-4-hydroxy-2-({[4-(4-methyl-1,3-thiazol-5-yl)phenyl]methyl}carbamoyl)pyrrolidin-1-yl]-3,3-dimethyl-1-oxobutan-2-yl]carbamoyl}methoxy)butoxy]benzoic acid O[C@@H]1C[C@H](N(C1)C([C@H](C(C)(C)C)NC(=O)COCCCCOC1=CC=C(C(=O)O)C=C1)=O)C(NCC1=CC=C(C=C1)C1=C(N=CS1)C)=O